C1(=CC=CC=C1)C1=NC(=NC(=N1)C1=CC=CC=C1)C1=C(C(=C(C(=C1N1C2=CC=CC=C2C=2C=CC=CC12)C1=NC(=CC(=N1)C1=CC=CC=C1)C1=CC=CC=C1)N1C2=CC=CC=C2C=2C=CC=CC12)N1C2=CC=CC=C2C=2C=CC=CC12)N1C2=CC=CC=C2C=2C=CC=CC12 9,9',9'',9'''-(4-(4,6-diphenyl-1,3,5-triazin-2-yl)-6-(4,6-diphenylpyrimidin-2-yl)benzene-1,2,3,5-tetrayl)tetrakis(9H-carbazole)